trans-tert-butyl 2-(4-(4-benzylpiperazin-1-yl)cyclohexyl)acetate C(C1=CC=CC=C1)N1CCN(CC1)[C@@H]1CC[C@H](CC1)CC(=O)OC(C)(C)C